3-((13S,15R)-3-fluoro-13-methyl-17-oxo-7,8,9,11,12,13,14,15,16,17-decahydro-6H-cyclopenta[a]phenanthren-15-yl)-N-(5-fluoropyridin-2-yl)propanamide FC=1C=CC=2C3CC[C@@]4(C(C[C@H](C4C3CCC2C1)CCC(=O)NC1=NC=C(C=C1)F)=O)C